FC1(CCN(CC1)C(=O)[C@H]1CN(CCC1)S(=O)(=O)C1=CC=C(C=C1)S(=O)(=O)N(C)C)F (R)-4-((3-(4,4-difluoropiperidine-1-carbonyl)piperidin-1-yl)sulfonyl)-N,N-dimethylbenzenesulfonamide